6-chloro-3-[3-(trifluoromethyl)phenoxy]pyridazine-4-carbaldehyde ClC1=CC(=C(N=N1)OC1=CC(=CC=C1)C(F)(F)F)C=O